2-oxo-1,2-dihydroquinoline-4-carboxylate O=C1NC2=CC=CC=C2C(=C1)C(=O)[O-]